terbium tripicolinate N1=C(C=CC=C1)C(=O)[O-].N1=C(C=CC=C1)C(=O)[O-].N1=C(C=CC=C1)C(=O)[O-].[Tb+3]